N-ethyl-2-methyl-N-[[4-[5-(trifluoromethyl)-1,2,4-oxadiazol-3-yl]phenyl]methyl]propan-amide C(C)N(C(C(C)C)=O)CC1=CC=C(C=C1)C1=NOC(=N1)C(F)(F)F